(Z)-S-(2-(N-((4-amino-2-methylpyrimidin-5-yl)methyl)formamido)-5-hydroxypent-2-en-3-yl) 2-methyl-2-(naphthalen-2-yl)propanethioate CC(C(S\C(=C(\C)/N(C=O)CC=1C(=NC(=NC1)C)N)\CCO)=O)(C)C1=CC2=CC=CC=C2C=C1